[S-2].[Mn+2].[Ni+2].[Co+2].[S-2].[S-2] Cobalt nickel manganese sulfide